4,6-dideoxy-4-formamido-α-glucopyranose C(=O)N[C@H]1[C@@H]([C@H]([C@@H](O)O[C@@H]1C)O)O